(2S)-3-(3-bromophenyl)-2-(9H-fluoren-9-yl-methoxycarbonyl-amino)propanoic acid BrC=1C=C(C=CC1)C[C@@H](C(=O)O)N(C(=O)OC)C1C2=CC=CC=C2C=2C=CC=CC12